N-(6-((5-bromo-2-((2-methoxy-5-(1-methyl-1H-pyrazol-4-yl)-4-(4-methyl-1-oxa-4,9-diazaspiro[5.5]undecan-9-yl)phenyl)amino)pyrimidin-4-yl)amino)quinoxalin-5-yl)methanesulfonamide BrC=1C(=NC(=NC1)NC1=C(C=C(C(=C1)C=1C=NN(C1)C)N1CCC2(CN(CCO2)C)CC1)OC)NC=1C(=C2N=CC=NC2=CC1)NS(=O)(=O)C